O=C1NC(CCC1NC1=CC(=C(C=C1)N1CCN(CC1)CCCCCCC(=O)O)F)=O 7-(4-(4-((2,6-dioxopiperidin-3-yl)amino)-2-fluorophenyl)piperazin-1-yl)heptanoic acid